ClC1=C(C(=CC(=C1)[N+](=O)[O-])CCl)C 1-chloro-3-(chloromethyl)-2-methyl-5-nitro-benzene